3-(2-(3-(Hydroxymethyl)-6-methyl-4-oxochroman-3-yl)ethyl)-6-methyl-4H-chromen-4-one OCC1(COC2=CC=C(C=C2C1=O)C)CCC1=COC2=CC=C(C=C2C1=O)C